CN(C)CC=1C=CC=CC1 3-((dimethylamino)methyl)benzene